6-(7,8-dimethyl-[1,2,4]triazolo[4,3-b]pyridazin-6-yl)-N-(2-methoxyphenyl)-7,8-dihydro-5H-1,6-naphthyridin-3-amine CC1=C(C=2N(N=C1N1CC=3C=C(C=NC3CC1)NC1=C(C=CC=C1)OC)C=NN2)C